COC1=CC=CC(=C1)C2=CC(=NC(=N2)N)NCC3=CC4=C(C=C3)OCO4 2-Amino-4-[3,4-(methylenedioxy)benzylamino]-6-(3-methoxyphenyl)pyrimidine